4,4'-diamino-2,2'-bipyridyl-ethanol NC1=C(C(=NC=C1)C1=NC=CC(=C1)N)CCO